5,6-dichloro-1-D-ribofuranosyl-benzimidazole ClC1=CC2=C(N(C=N2)C2[C@H](O)[C@H](O)[C@H](O2)CO)C=C1Cl